Cl.Cl.N1C=CC2=CC=C(C=C12)C(=N)N 6-indolecarbamidine dihydrochloride